ClC12CC(C1)(C2)N 3-chlorobicyclo[1.1.1]pentylamine